NC1=NC(=C(C(=N1)NCCCC)CC=1C=C(CP(O)(O)=O)C=CC1OC)C (3-((2-amino-4-(butylamino)-6-methylpyrimidin-5-yl)methyl)-4-methoxybenzyl)phosphonic acid